FC1(CCCC=2C(=NC(=NC12)N1CCCC1)N1C[C@@H]2C([C@@H]2C1)CC(=O)O)F 2-((1r,5s,6s)-3-(8,8-difluoro-2-(pyrrolidin-1-yl)-5,6,7,8-tetrahydroquinazolin-4-yl)-3-azabicyclo[3.1.0]hexane-6-yl)acetic acid